C(C1=CC=CC=C1)N1N=C2CCN(CC3C2=C1CCN3)C(C=C)=O 1-(2-benzyl-2,3,4,5,5a,6,8,9-octahydro-7H-1,2,5,7-tetraazabenzo[cd]azulen-7-yl)prop-2-en-1-one